(5-bromopyridin-2-yl)-2-((S)-4,4-difluoro-3-(6-oxo-1,6-dihydropyridin-3-yl)piperidin-1-yl)propanamide BrC=1C=CC(=NC1)C(C(=O)N)(C)N1C[C@@H](C(CC1)(F)F)C1=CNC(C=C1)=O